6'-bromo-1'-methylspiro[cyclobutane-1,3'-indolin]-2'-one BrC1=CC=C2C3(C(N(C2=C1)C)=O)CCC3